bis[2-hydroxyethoxy] sulfide OCCOSOCCO